COC(CC1(CCC2(OCCO2)CC1)C#N)=C 8-(2-Methoxyallyl)-1,4-dioxaspiro[4.5]decane-8-carbonitrile